C(#N)C1=CC(=CC=2N=C(OC21)C=2C(=C(C=CC2)C2=C(C(=CC=C2)NC=2N=CC=C1C=C(C=NC21)CNC[C@@H](C)O)C)C)CN2CCCC2 (R)-1-((7-Cyano-2-(3'-((3-((((R)-2-hydroxypropyl)-amino)methyl)-1,7-naphthyridin-8-yl)amino)-2,2'-dimethyl-[1,1'-biphenyl]-3-yl)benzo[d]oxazol-5-yl)methyl)pyrrolidin